6-(trifluoromethyl)phthalazin-1-ol FC(C=1C=C2C=NN=C(C2=CC1)O)(F)F